4-Isopropyl-5-methylbenzol C(C)(C)C1=CC=CC=C1C